FC1=CC(=C(C=C1)N1CCN(CC1)S(=O)(=O)N1C(=[N+](C=C1)C)C)OC 1-(4-(4-fluoro-2-methoxyphenyl)piperazin-1-ylsulfonyl)-2,3-dimethyl-1H-imidazol-3-ium